CN1N=CC(=C1)C1C2=C(CNC1)SN=C2 4-(1-methylpyrazol-4-yl)-4,5,6,7-tetrahydroisothiazolo[5,4-c]pyridine